3-(6-amino-1-oxoisoindolin-2-yl)piperidine-2,6-dione NC1=CC=C2CN(C(C2=C1)=O)C1C(NC(CC1)=O)=O